N-(biphenyl-4-yl)-9,9-dimethyl-9H-fluorene-2-amine C1(=CC=C(C=C1)NC1=CC=2C(C3=CC=CC=C3C2C=C1)(C)C)C1=CC=CC=C1